dicyclohexyl-(4-trifluoromethoxyphenyl)phosphine Quinuclidin-3-yl-(2-(4'-((3-methyloxetan-3-yl)methoxy)-[1,1'-biphenyl]-4-yl)propan-2-yl)carbamate N12CC(C(CC1)CC2)N(C(O)=O)C(C)(C)C2=CC=C(C=C2)C2=CC=C(C=C2)OCC2(COC2)C.C2(CCCCC2)P(C2=CC=C(C=C2)OC(F)(F)F)C2CCCCC2